C(C)C=1C(=C(C)C=C(C1NCCC#N)CC)NCCC#N 3,5-diethyl-2,4-bis(cyanoethylamino)toluene